methyl-N,N-bis(2-hydroxyethyl)-N-(3'-dodecyloxy-2'-hydroxypropyl)methyl-ammonium sulfate S(=O)(=O)([O-])[O-].CC[N+](CC(COCCCCCCCCCCCC)O)(CCO)CCO.CC[N+](CCO)(CCO)CC(COCCCCCCCCCCCC)O